[(3R,4R,5R)-4-fluoro-3-[(4-methoxyphenyl) diphenylmethoxy]-5-(5-methyl-2,4-dioxo-3H-pyrimidin-1-yl)-2-[(trifluoromethanesulfonyloxy)methyl]oxolan-2-yl]methyl trifluoromethanesulfonate FC(S(=O)(=O)OCC1(O[C@H]([C@@H]([C@@H]1OC(C1=CC=CC=C1)(C1=CC=CC=C1)C1=CC=C(C=C1)OC)F)N1C(NC(C(=C1)C)=O)=O)COS(=O)(=O)C(F)(F)F)(F)F